C(C)(=O)N(C=1SC2=C(C1C(=O)NC)C=CC(=C2)O)CC2=CC=CC=C2 2-[acetyl(benzyl)amino]-6-hydroxy-N-methyl-1-benzothiophene-3-carboxamide